butynyl thiol C(#CCC)S